ClC1=C(C(=CC(=C1)Cl)Cl)OC(C(=O)OC1=C(C=C(C=C1Cl)Cl)Cl)=O bis(2,4,6-trichlorophenyl)-Oxalat